N-((5-(2-methoxypyridin-4-yl)-2,3-dihydro-1H-inden-4-yl)carbamoyl)-5-(2-(methylsulfonyl)ethyl)-4,5,6,7-tetrahydrothieno[3,2-c]pyridine-2-sulfonamide COC1=NC=CC(=C1)C=1C(=C2CCCC2=CC1)NC(=O)NS(=O)(=O)C1=CC=2CN(CCC2S1)CCS(=O)(=O)C